C(C1=CC=CC=C1)[C@@H]1N(C(OC1)=O)C([C@H](/C=C/[C@H](CC(C)C)NC(OC(C)(C)C)=O)CC1=CC=C(C=C1)F)=O tert-Butyl ((4S,7S,E)-8-((S)-4-benzyl-2-oxooxazolidin-3-yl)-7-(4-fluorobenzyl)-2-methyl-8-oxooct-5-en-4-yl)carbamate